2-(4-(3-dodecyloxy-2-hydroxypropoxy)-2-hydroxyphenyl)-4,6-bis(2,4-dimethylphenyl)-1,3,5-triazine C(CCCCCCCCCCC)OCC(COC1=CC(=C(C=C1)C1=NC(=NC(=N1)C1=C(C=C(C=C1)C)C)C1=C(C=C(C=C1)C)C)O)O